((3-chlorobenzyl)amino)-6-(3,5-dimethylisoxazol-4-yl)-N-(5-fluoropyridin-3-yl)quinazoline-2-carboxamide ClC=1C=C(CNC2=NC(=NC3=CC=C(C=C23)C=2C(=NOC2C)C)C(=O)NC=2C=NC=C(C2)F)C=CC1